2-(3-Chloro-4-nitrophenyl)-2-methylmalonate ClC=1C=C(C=CC1[N+](=O)[O-])C(C(=O)[O-])(C(=O)[O-])C